ClC(C1=NC(=NO1)C1=CC=C(C=C1)P(OCC)(=O)NCC(C)C)(F)F ethyl P-(4-(5-(chlorodifluoromethyl)-1,2,4-oxadiazol-3-yl)phenyl)-N-isobutylphosphonamidate